C(#N)C(=CC1=CC=C(O1)C1=CC=C(N1CC)C1=CC=C(O1)C=1SC(=CN1)C=C(C#N)C#N)C#N {[2-(5-{5-[5-(2,2-dicyanoethenyl)furan-2-yl]-1-ethyl-1H-pyrrol-2-yl}furan-2-yl)-1,3-thiazol-5-yl]methylidene}propanedinitrile